2-[1-[4-chloro-2-(6-chloro-2-pyridyl)phenyl]-5-(cyanomethyl)pyrrolidin-2-yl]acetonitrile ClC1=CC(=C(C=C1)N1C(CCC1CC#N)CC#N)C1=NC(=CC=C1)Cl